5-benzyl-N-((1aR,2R,8bS)-3-oxo-1,1a,2,3,4,8b-hexahydrocyclopropa[d]pyrido[2,3-b]azepin-2-yl)-4H-1,2,4-triazole-3-carboxamide C(C1=CC=CC=C1)C=1NC(=NN1)C(=O)N[C@@H]1[C@H]2[C@@H](C3=C(NC1=O)N=CC=C3)C2